OC(CC(=O)OCCCCC)C amyl 3-hydroxybutyrate